FC1=CC(=C(C=C1)N[C@H](C)C=1C=C(C=C2C(N(C(=NC12)C1CCOCC1)C)=O)C)N1CCC(CC1)O (R)-8-(1-((4-fluoro-2-(4-hydroxypiperidin-1-yl)phenyl)amino)ethyl)-3,6-dimethyl-2-(tetrahydro-2H-pyran-4-yl)quinazolin-4(3H)-one